tert-butyl ((S)-1-((2S,4R)-4-((tert-butyldiphenylsilyl)oxy)-2-(5-(4-(4-methylthiazol-5-yl)benzyl)thiazol-2-yl)pyrrolidin-1-yl)-3,3-dimethyl-1-oxobutan-2-yl)carbamate [Si](C1=CC=CC=C1)(C1=CC=CC=C1)(C(C)(C)C)O[C@@H]1C[C@H](N(C1)C([C@H](C(C)(C)C)NC(OC(C)(C)C)=O)=O)C=1SC(=CN1)CC1=CC=C(C=C1)C1=C(N=CS1)C